BrC=1C(=C2C3(CN(C(C2=CC1)=O)CC1=CC=C(C=C1)OC)CC3)F 6'-bromo-5'-fluoro-2'-(4-methoxybenzyl)-2',3'-dihydro-1'H-spiro[cyclopropane-1,4'-isoquinolin]-1'-one